C1(CC1)CN1C(=CC2=CC(=CC(=C12)C1CCN(CC1)C(=O)C1CCC(CC1)O)F)C1=NN2C(C=CC(=C2)C(=O)OCC)=C1C Ethyl 2-(1-(cyclopropylmethyl)-5-fluoro-7-(1-((1r,4r)-4-hydroxycyclohexane-1-carbonyl)piperidin-4-yl)-1H-indol-2-yl)-3-methylpyrazolo[1,5-a]pyridine-6-carboxylate